C1(=C(C=CC=C1)NC1=CC=2C(C3=CC=CC=C3C2C=C1)(C)C)C1=CC=C(C=C1)C1=CC=CC=C1 N-([1,1':4',1''-terphenyl]-2-yl)-9,9-dimethyl-9H-fluoren-2-amine